N1N=CC(=C1)C1=NOC(=C1)CC=1OC=C(N1)C(=O)O 2-((3-(1H-pyrazol-4-yl)isoxazol-5-yl)methyl)oxazole-4-carboxylic acid